C(C)(C)(C)OC(=O)N[C@@H](CCC(=O)O)CC1=CC=CC=C1 (S)-4-((tert-Butoxycarbonyl)amino)-5-phenylpentanoic acid